N[C@@H](C)C(=O)N1[C@@H](CC(C1)(F)F)C#N (S)-1-(L-alanyl)-4,4-difluoropyrrolidine-2-carbonitrile